(S)-2-(1-methyl-1H-pyrazol-4-yl)-N-((R)-phenyl((R)-1,2,3,4-tetrahydropyrido[2,3-b]pyrazin-3-yl)methyl)propan-1-amine CN1N=CC(=C1)[C@@H](CN[C@@H]([C@H]1CNC2=C(N1)N=CC=C2)C2=CC=CC=C2)C